C(C)C=1OC(=CC1)COC(C)=O ethyl-5-(acetoxymethyl)furan